OC1=C(C(=O)O)C=CC=C1.C(C=1C(O)=CC=CC1)(=O)OCC ethyl salicylate (2-hydroxy benzoate)